(2S,3S)-2-amino-4-(3-fluorophenyl)-3-methylbutanoic acid N[C@H](C(=O)O)[C@H](CC1=CC(=CC=C1)F)C